carbamoyl-distearoyl-ethanolamine C(N)(=O)C(O)CN(C(CCCCCCCCCCCCCCCCC)=O)C(CCCCCCCCCCCCCCCCC)=O